(3R)-3-amino-5-[(4-chlorophenyl)methyl]-7-[5-(2-cyclopropyltetrahydrofuran-2-yl)-1,3,4-oxadiazol-2-yl]-1,1-dioxo-2,3-dihydro-1λ6,5-benzothiazepin-4-one N[C@H]1CS(C2=C(N(C1=O)CC1=CC=C(C=C1)Cl)C=C(C=C2)C=2OC(=NN2)C2(OCCC2)C2CC2)(=O)=O